(3-pyridinyl)-2H-indazole-4-carboxamide N1=CC(=CC=C1)N1N=C2C=CC=C(C2=C1)C(=O)N